O(C(O)C1=NC2=CC(=CC=C2N=C1OC)Cl)C(O)C1=NC2=CC(=CC=C2N=C1OC)Cl oxybis((7-chloro-3-methoxyquinoxaline-2-yl)methanol)